CC=1C=C2C=NN(C2=CC1NC(C(C)N1C=CC2=CC(=CC=C12)S(=O)(=O)N1CCCCC1)=O)CC1CN(C1)C(=O)OC(C)(C)C tert-butyl 3-[(5-methyl-6-{2-[5-(piperidine-1-sulfonyl)-1H-indol-1-yl]propanamido}-1H-indazol-1-yl)methyl]azetidine-1-carboxylate